CN(CCC=1NC2=C(N1)C(=C1C(=C2F)CC(C1)C=O)F)C 2-[2-(dimethylamino)ethyl]-4,8-difluoro-3,5,6,7-tetrahydrocyclopenta[f]benzimidazole-6-carbaldehyde